5-(5-chloro-3-(difluoromethyl)quinolin-2-yl)-2-methylthiazol ClC1=C2C=C(C(=NC2=CC=C1)C1=CN=C(S1)C)C(F)F